O1CCN(CC1)NC(=O)C1=CC(=NC(=C1)C#C)C#C N-morpholino-2,6-diethynylpyridine-4-carboxamide